O=C1NC(CCC1C1=CC(=C(C=C1)N1CCC2(CN(C2)C(=O)OC(C)(C)C)CC1)F)=O tert-butyl 7-(4-(2,6-dioxopiperidin-3-yl)-2-fluorophenyl)-2,7-diazaspiro[3.5]nonane-2-carboxylate